7,9-difluoro-5H-pyrido[3,2-b]indole FC=1C=C(C=2C3=C(NC2C1)C=CC=N3)F